rel-2-[[(2R,3S)-3-(2-chloro-phenyl)-2-(2,4-difluorophenyl)-2-oxiranyl]methyl]-1,2-dihydro-3H-1,2,4-triazole-3-thione ClC1=C(C=CC=C1)[C@H]1[C@@](O1)(C1=C(C=C(C=C1)F)F)CN1NC=NC1=S |o1:7,8|